ClC1=NC=C(C(=N1)OC1=NC=2C=CC3=C(C2N=C1)C1=C(S3)C(N[C@@H](CN1)C)=O)CN1CC3(CC1=O)CCNCC3 (R)-3-((2-chloro-5-((3-oxo-2,8-diazaspiro[4.5]decan-2-yl)methyl)pyrimidin-4-yl)oxy)-10-methyl-9,10,11,12-tetrahydro-8H-[1,4]diazepino[5',6':4,5]thieno[3,2-f]quinoxalin-8-one